tert-butyl N-[(1-benzyl-4-hydroxypiperidin-4-yl) methyl]-N-cyclopropylcarbamate C(C1=CC=CC=C1)N1CCC(CC1)(O)CN(C(OC(C)(C)C)=O)C1CC1